bromo-5-methyl-pyrazolo[1,5-a]pyrazin-4-one BrC1=NN2C(C(N(C=C2)C)=O)=C1